(E)-5-(dimethylamino)-3-((3-(3-(2-(4-(dimethylamino)-N-methylbut-2-enamido)propanamido)propoxy)-5-fluorophenyl)amino)-6-ethyl-N-methylpyrazine-2-carboxamide CN(C=1N=C(C(=NC1CC)C(=O)NC)NC1=CC(=CC(=C1)F)OCCCNC(C(C)N(C(\C=C\CN(C)C)=O)C)=O)C